(R)-3-((2,3-Difluorobenzyl)oxy)-6,7,8,9,9a,10-hexahydro-1H-pyrido[1',2':3,4]imidazo[1,2-c]pyrimidin-1-one FC1=C(COC=2C=C3N(C(N2)=O)C[C@@H]2N3CCCC2)C=CC=C1F